diethyl-phosphonoacetic acid methyl ester (Methyl diethylphosphonoacetate) CC(C(=O)O)P(=O)(OCC)OCC.COC(C(P(=O)(O)O)(CC)CC)=O